NCCCC[C@@H](C(COC1=CC(=NC(=C1)C)C)=O)NC(C(C)(C)OC)=O (S)-N-(7-amino-1-((2,6-dimethylpyridin-4-yl)oxy)-2-oxohept-3-yl)-2-methoxy-2-methylpropanamide